ClC1=C(C(=O)O)C=CC(=C1S)S(=O)(=O)C 2-chloro-3-mercapto-4-(methylsulfonyl)benzoic acid